3-sulfamoyl-8-azabicyclo[3.2.1]octane-8-carboxylate S(N)(=O)(=O)C1CC2CCC(C1)N2C(=O)[O-]